NC1=C(C(=NC(=C1F)C1=C(C(=C(C=C1)Cl)OC)F)C(=O)OC)Cl methyl 4-amino-3-chloro-6-(4-chloro-2-fluoro-3-methoxyphenyl)-5-fluoro-2-pyridinecarboxylate